Pentafluorophenyl-silane FC1=C(C(=C(C(=C1[SiH3])F)F)F)F